2,2,2-Trifluoroethyl (S)-2-amino-5-phenylpentanoate hydrochloride Cl.N[C@H](C(=O)OCC(F)(F)F)CCCC1=CC=CC=C1